1,3,5,7-Octanetetraol C(CC(CC(CC(C)O)O)O)O